[5-(4,6-dimethyl-pyrimidin-2-yl)-hexahydro-pyrrolo[3,4-c]pyrrol-2-yl]-(2-fluoro-2-[1,2,3]triazol-2-yl-phenyl)-methanone CC1=NC(=NC(=C1)C)N1CC2C(C1)CN(C2)C(=O)C2C(C=CC=C2)(N2N=CC=N2)F